C(C1=CC=CC=C1)OC[C@@H]1O[C@@H](C(NC1)=O)C (2R,6R)-6-[(benzyloxy)methyl]2-methylmorpholin-3-one